trisilaheptane [SiH3][SiH2][SiH2]CCCC